N1C=NC2=C1C=CC=C2 1H-benzimidazole